C(C)N(S(=O)(=O)C1=CN(C(C=C1C)=O)C)C(C(F)(F)F)C1=CC=C(C=C1)F N-ethyl-1,4-dimethyl-6-oxo-N-(2,2,2-trifluoro-1-(4-fluorophenyl)ethyl)-1,6-dihydropyridine-3-sulfonamide